(S)-2-(2-methylpyridin-4-yl)-N-(tetrahydro-2H-pyran-3-yl)-1H-pyrrolo[3,2-c]Pyridin-6-amine CC1=NC=CC(=C1)C1=CC=2C=NC(=CC2N1)N[C@@H]1COCCC1